[Na].C(C)(=O)O.C(C)(=O)O.C(C)(=O)O.C(C)(=O)O tetraacetic acid Sodium